O[C@H](C(=O)OCC1=CC=CC=C1)C benzyl (S)-2-hydroxypropionate